FC(C(=O)N1[C@@](CCC1)(C(=O)[NH-])C)(F)F (1-trifluoroacetyl-2-methylprolyl)amide